1-(4-methoxyphenyl)-4-(4-methylbenzoyl)piperazine-2,5-dione COC1=CC=C(C=C1)N1C(CN(C(C1)=O)C(C1=CC=C(C=C1)C)=O)=O